(S)-1-[(S)-1-({(2'S)-7-Methyl-2'-methylspiro[2,4-dioxa-7-azabicyclo[3.3.0]octane-3,4'-piperidin]-1'-yl}carbonyl)-3-methylbutyl]-3-isobutyl-2-piperazinone CN1CC2OC3(C[C@@H](N(CC3)C(=O)[C@H](CC(C)C)N3C([C@@H](NCC3)CC(C)C)=O)C)OC2C1